N-(1-methylbenzimidazole-2-ylmethyl)-N'-(2-pyridylmethyl)-N-(5,6,7,8-tetrahydro-8-quinolinyl)-1,4-xylylenediamine CN1C(=NC2=C1C=CC=C2)CN(CC2=CC=C(C=C2)CNCC2=NC=CC=C2)C2CCCC=1C=CC=NC21